BrC1=CC=C(C=C1)C1=C(C#N)C(=CC(=N1)C1=C(C=CC=C1)Cl)Cl (4-bromophenyl)-4-chloro-6-(2-chlorophenyl)nicotinonitrile